IMINO-QUINOLINE N=C1NC2=CC=CC=C2C=C1